FC1=C(OC2=NC3=C(N2C[C@H]2OCC2)C=C(C=C3)C(=O)OC)C=CC(=C1)B1OC(C(O1)(C)C)(C)C methyl (S)-2-(2-fluoro-4-(4,4,5,5-tetramethyl-1,3,2-dioxaborolan-2-yl) phenoxy)-1-(oxetan-2-ylmethyl)-1H-benzo[d]imidazole-6-carboxylate